methyl (1S,3S,5R)-5-(hydroxymethyl)-2-((4-phenoxybenzoyl)glycyl)-2-azabicyclo-[3.1.0]hexane-3-carboxylate OC[C@@]12C[C@H](N([C@H]2C1)C(CNC(C1=CC=C(C=C1)OC1=CC=CC=C1)=O)=O)C(=O)OC